2-PYRIDIN-4-YL-1H-IMIDAZOLE-4-CARBALDEHYDE N1=CC=C(C=C1)C=1NC=C(N1)C=O